1-Ethyl-4-(4-isobutyl-2,6-dimethoxyphenyl)-5-methylindolin-2-one C(C)N1C(CC2=C(C(=CC=C12)C)C1=C(C=C(C=C1OC)CC(C)C)OC)=O